COC=1C=C(C=C(O)C1)O 5-methoxyresorcinol